CO[SiH2][SiH2][SiH2][SiH2][SiH2][SiH2][SiH2][SiH3] methoxyoctasilane